NCC1=CC=C(C=C1)CN(C1=C(C(=NN1C(=O)C1=CSC=C1)C1C(N(C1C)C(=O)N1CCOCC1)=O)C)C 3-[5-({[4-(aminomethyl)phenyl]methyl}(methyl)amino)-4-methyl-1-(thiophene-3-carbonyl)-1H-pyrazol-3-yl]-4-methyl-1-(morpholine-4-carbonyl)azetidin-2-one